CO[Si](CCCNCCN)(OC)OC N-3-(trimethoxysilyl)propyl-ethylenediamine